C(C)OC(C)N1N=CC(=C1)C=1N=CC=2N(C1O[C@H](C(F)(F)F)C)N=C(N2)I 6-(1-(1-Ethoxyethyl)-1H-pyrazol-4-yl)-2-iodo-5-(((S)-1,1,1-trifluoropropan-2-yl)oxy)-[1,2,4]triazolo[1,5-a]pyrazine